C1(CC1)N(C(CC1=CC=C(C(=C1)C1=C(C=CC(=C1)C(F)F)OC)C(=O)NS(=O)(=O)CC1=CC=C(C=C1)C(C)C)=O)C 5-(2-(Cyclopropyl(methyl)amino)-2-oxoethyl)-5'-(difluoromethyl)-N-((4-isopropylbenzyl)sulfonyl)-2'-methoxy-[1,1'-biphenyl]-2-carboxamide